O1N=CC=N1 1,2,5-OXADIAZOLE